3-cyclobutylamino-2-methyl-propane-1-sulfonic acid C1(CCC1)NCC(CS(=O)(=O)O)C